C(C=C)N1C=CC=C1 1-allyl-1H-pyrrole